FC1(CC1)C(=O)N[C@H](C(=O)N1[C@@H](C[C@H](C1)O)C(=O)NCC1=C(C=C(C=C1)C1=C(N=CS1)C)OC1CCNCC1)C(C)(C)C (2S,4R)-1-((S)-2-(1-fluorocyclopropanecarboxamido)-3,3-dimethylbutanoyl)-4-hydroxy-N-(4-(4-methylthiazol-5-yl)-2-(piperidin-4-yloxy)benzyl)pyrrolidine-2-carboxamide